O=C1C(CN(C1=O)CC(F)(F)F)C(=O)OCC ethyl 4,5-dioxo-1-(2,2,2-trifluoroethyl)pyrrolidine-3-carboxylate